(R)-1-(2-((2-(methoxycarbonyl)thiophen-3-yl)amino)-2-oxoethyl)-1-(2-oxo-2-((1-phenylethyl)amino)ethyl)azepan-1-ium COC(=O)C=1SC=CC1NC(C[N+]1(CCCCCC1)CC(N[C@H](C)C1=CC=CC=C1)=O)=O